C(CCCCC(=O)OCCCCCCCCCCCCCC)(=O)OCCCCCCCCCCCCCC dimyristyl adipate